CN(C(C(=O)C1=CC=C(C=C1)N1CCOCC1)(CC)CC1=CC=C(C=C1)C)C 2-(dimethylamino)-2-(4-methylbenzyl)-1-(4-morpholinophenyl)-butane-1-one